CN(NC(=O)NN)OC(C)(C)C N-methyltert-butoxycarbohydrazide